octadecyl-3-(3',5'-di-tert-butyl-4'-hydroxyphenyl)propionate C(CCCCCCCCCCCCCCCCC)OC(CCC1=CC(=C(C(=C1)C(C)(C)C)O)C(C)(C)C)=O